1,7-heptanedicarboxylic acid C(CCCCCCC(=O)O)C(=O)O